(S)-3-(6-(4-((1-(4-((1R,2S)-6-hydroxy-2-phenyl-1,2,3,4-tetrahydronaphthalen-1-yl)phenyl)piperidin-4-yl)methyl)piperazin-1-yl)-1-methyl-1H-indazol-3-yl)piperidine-2,6-dione OC=1C=C2CC[C@@H]([C@@H](C2=CC1)C1=CC=C(C=C1)N1CCC(CC1)CN1CCN(CC1)C1=CC=C2C(=NN(C2=C1)C)[C@H]1C(NC(CC1)=O)=O)C1=CC=CC=C1